C(C1=CC=CC=C1)NC(N(C1=NC=C(C=C1)C=1C=NN(C1)C)[C@@H]1CC[C@H](CC1)NC1=NC=C(C(=N1)N1CCC2(CC(=NO2)C)CCC1)C#N)=O 3-benzyl-1-(trans-4-((5-cyano-4-(3-methyl-1-oxa-2,8-diazaspiro[4.6]undeca-2-en-8-yl)pyrimidin-2-yl)amino)-cyclohexyl)-1-(5-(1-methyl-1H-pyrazol-4-yl)pyridin-2-yl)urea